F[C@@H]1[C@@H](CN(CC1)C=1C=CC(=NC1)NC=1C=CC(=C2CNC(C12)=O)C1=CN=C2N1C=CC(=C2)F)O 7-((5-((3R,4S)-4-fluoro-3-hydroxypiperidin-1-yl)pyridin-2-yl)amino)-4-(7-fluoroimidazo[1,2-a]pyridin-3-yl)isoindolin-1-one